C1(CC1)C1=C(C(=NO1)C1=C(C=CC=C1Cl)Cl)C=C1CC2(C1)CCN(CC2)C=2C=C1C=CC(=NC1=CC2)C(=O)O 6-(2-((5-cyclopropyl-3-(2,6-dichlorophenyl)isoxazol-4-yl)methylene)-7-azaspiro[3.5]non-7-yl)quinoline-2-carboxylic acid